1-(10-((3-chloro-4-phenoxyphenyl)amino)-2,3-dihydro-4H-[1,4]oxazino[2,3-f]quinazolin-4-yl)prop-2-en-1-one ClC=1C=C(C=CC1OC1=CC=CC=C1)NC1=NC=NC2=CC=C3C(=C12)OCCN3C(C=C)=O